FC(F)(F)C=1NC2=CC=CC=C2C1 trifluoromethyl-indole